CC(CC(C)=O)(C)OC(C(C)S)=O mercaptopropionic acid 1,1-dimethyl-3-oxo-butyl ester